ClC=1C(=NC(=NC1)NC1=NN(N=C1)C)C1=CC=C2CN(C(C2=C1)=O)[C@@H](C(=O)N[C@H](CO)C1=CC(=CC(=C1)OC)F)C (2R)-2-(6-{5-chloro-2-[(2-methyl-2H-1,2,3-triazol-4-yl)amino]pyrimidin-4-yl}-1-oxo-2,3-dihydro-1H-isoindol-2-yl)-N-[(1S)-1-(3-fluoro-5-methoxyphenyl)-2-hydroxyethyl]propionamide